5-((4-(hexan-3-ylamino)-5-methylpyrimidin-2-yl)amino)benzo[c][1,2]oxaborol-1(3H)-ol CCC(CCC)NC1=NC(=NC=C1C)NC1=CC2=C(B(OC2)O)C=C1